ClC=1SC(=CC1C(=O)N1C[C@H](N(CC1)C=1C=CC(=NC1C(=O)N[C@H]1CN(CC1)C)C=1C(=NC=CC1)OCC)CC)Cl 5-[(2R)-4-(2,5-dichlorothiophene-3-carbonyl)-2-ethylpiperazin-1-yl]-2'-ethoxy-N-[(3R)-1-methylpyrrolidin-3-yl]-[2,3'-bipyridine]-6-carboxamide